8-chloro-2-methyl-5-pyridin-4-yl-[1,2,4]triazolo[1,5-c]pyrimidin-7-amine ClC=1C=2N(C(=NC1N)C1=CC=NC=C1)N=C(N2)C